Trans-7-isopropoxy-2-((1S,4R)-1-methyl-2-oxabicyclo[2.2.1]heptan-4-yl)-N-(1-(2-methylcyclopropyl)-2-oxo-1,2-dihydropyridin-3-yl)imidazo[1,2-a]pyrimidine-6-carboxamide C(C)(C)OC1=NC=2N(C=C1C(=O)NC=1C(N(C=CC1)[C@H]1[C@@H](C1)C)=O)C=C(N2)[C@@]21CO[C@@](CC2)(C1)C